4-amino-4-deoxy-3-C-methyl-L-fucose N[C@@H]([C@]([C@@H](C=O)O)(O)C)[C@@H](O)C